C(=C)S(=O)(=O)C=C bis(vinyl) sulfone